2-(3-bromoisoxazol-5-yl)ethan-1-ol 2-ethylhexylsalicylate C(C)C(COC=1C(C(=O)OCCC2=CC(=NO2)Br)=CC=CC1)CCCC